N[C@@H](CC1=CC(=CC(=C1)F)F)C=1N(C(C2=C(N1)C=C(C=N2)OC)=O)C=2C=CC(=C1C(=NN(C21)C)NS(=O)(=O)C)Cl (S)-N-(7-(2-(1-amino-2-(3,5-difluorophenyl)ethyl)-7-methoxy-4-oxopyrido[3,2-d]pyrimidin-3(4H)-yl)-4-chloro-1-methyl-1H-indazol-3-yl)methanesulfonamide